CC(C(C)=O)\C(=C\C)\C (4E)-3,4-dimethyl-4-hexen-2-one